O=C1NC(CCC1N1C(C2(CC1=O)CCN(CC2)C(=O)OC(C)(C)C)=O)=O tert-butyl 2-(2,6-dioxo-3-piperidyl)-1,3-dioxo-2,8-diazaspiro[4.5]decane-8-carboxylate